C(C1=CC=CC=C1)OC=1C=C2C(=CNC2=CC1)CC(=O)O 2-(5-benzyloxy-1H-indol-3-yl)acetic acid